ClC=1C(=NC(=C(C1)C#N)Cl)NC=1C=C2C=C(C(N(C2=CC1)CC1CN(CCO1)C(=O)OC(C)(C)C)=O)OCC(=O)OC tert-Butyl 2-((6-((3,6-dichloro-5-cyanopyridin-2-yl)amino)-3-(2-methoxy-2-oxoethoxy)-2-oxoquinolin-1(2H)-yl)methyl)morpholine-4-carboxylate